ClCC1=CC=C(C=C1)C=1OC=C(N1)C(F)(F)F 2-[4-(chloromethyl)phenyl]-4-(trifluoromethyl)oxazole